(2-hydroxy-5-(1-methylvinyl)-2-methylcyclohexyl)-trimethylammonium OC1(C(CC(CC1)C(=C)C)[N+](C)(C)C)C